[3-(4-Chloro-phenyl)-adamantan-1-ylmethyl]-[5-(4-chloro-phenyl)-thiazol-2-yl]-amine ClC1=CC=C(C=C1)C12CC3(CC(CC(C1)C3)C2)CNC=2SC(=CN2)C2=CC=C(C=C2)Cl